2-(2-hydroxy-2-methylpropyl)thiophene-3-carboxylic acid OC(CC=1SC=CC1C(=O)O)(C)C